tert-Butyl (S)-(4-methyl-1-(5-methyl-1,3,4-thiadiazol-2-yl)pentan-2-yl)carbamate CC(C[C@@H](CC=1SC(=NN1)C)NC(OC(C)(C)C)=O)C